NC1=C(C(=NC=2N1N=C(C2CC)C)NCCC2=NN(C=C2)C2C(CC2)CO)C#N (-)-7-amino-3-ethyl-5-((2-(1-(2-(hydroxymethyl)cyclobutyl)-1H-pyrazol-3-yl)ethyl)amino)-2-methylpyrazolo[1,5-a]pyrimidine-6-carbonitrile